naphtho[2,3-g]quinolin-1-ium [NH+]1=CC=CC2=CC3=C(C=C12)C=C1C=CC=CC1=C3